6-((2-chloro-5-iodopyrimidin-4-yl)amino)pyridine ClC1=NC=C(C(=N1)NC1=CC=CC=N1)I